C1(CC1)OC1=CC=C2C(=N1)C(=CN2)CCN 2-(5-cyclopropoxy-1H-pyrrolo[3,2-b]pyridin-3-yl)ethanamine